CC1(C(N2C(SC1)=NC1=C2C=C(C(=C1)C)C)=O)[2H] 3,7,8-trimethyl-2,3-dihydro-4H-benzo[4,5]imidazo[2,1-b][1,3]thiazin-4-one-3-d